4-(((R or S)-3-(difluoromethyl)piperidin-1-yl)methyl)-7,7-dimethyl-6,7-dihydro-5H-cyclopenta[b]pyridine-2-carboxamide FC([C@H]1CN(CCC1)CC1=C2C(=NC(=C1)C(=O)N)C(CC2)(C)C)F |o1:2|